FC1=C(C=CC=C1)C1=C(SC(=C1C1=C(C=CC=C1)F)[N+](=O)[O-])[N+](=O)[O-] 3,4-bis(2-fluorophenyl)-2,5-dinitrothiophene